6-(3-Hydroxypropyl)-2,4-dimethyl-4,6-dihydro-5H-thiazolo[5',4':4,5]pyrrolo[2,3-d]pyridazin-5-one OCCCN1N=CC2=C(C1=O)N(C1=C2SC(=N1)C)C